4-(3-aminomethyl-cyclohex-3-enylmethyl)-1,3-dihydroimidazole-2-thione NCC=1CC(CCC1)CC=1NC(NC1)=S